(E)-4-chloro-α,α,α-trifluoro-N-(1-imidazol-1-yl-2-propoxyethylidene)-o-toluidine ClC=1C=C(C(/N=C(\COCCC)/N2C=NC=C2)=CC1)C(F)(F)F